OC[C@H]1O[C@@H]([C@H]([C@H]([C@@H]1O)O)O)OC1=CC=C(C=C1)N=C=S (2r,3s,4s,5s,6r)-2-(hydroxymethyl)-6-(4-isothiocyanatophenoxy)tetrahydro-2H-pyran-3,4,5-triol